C(CCC)N1C(C2=CN=CC=C2C(=C1)C1=CC(=C(C(=C1)F)OC1CCNCC1)F)=O 2-butyl-4-(3,5-difluoro-4-(piperidin-4-yloxy)phenyl)-2,7-naphthyridin-1(2H)-one